ClC=1C(=CC=2N(C1)C(=CN2)C2=NC=CC(=N2)N2[C@H]([C@@H](OCC2)C2=CC(=CC=C2)Cl)C)F 6-chloro-3-{4-[(2S,3S)-2-(3-chloro-phenyl)-3-methyl-morpholin-4-yl]-pyrimidin-2-yl}-7-fluoro-imidazo[1,2-a]pyridine